O1C(=O)C(=CC2=CC=CC=C12)N coumarin-amine